NC1=NC(N=C2C1=NC=C2)=O AMINO-PYRROLOPYRIMIDINONE